(S)-2-Chloro-4-(3-(dimethylamino)-3-(3-(trifluoromethyl)-phenethyl)-piperidin-1-yl)-N-(pyrimidin-4-yl)benzenesulfonamide ClC1=C(C=CC(=C1)N1C[C@@](CCC1)(CCC1=CC(=CC=C1)C(F)(F)F)N(C)C)S(=O)(=O)NC1=NC=NC=C1